2,10-dinitro-12H-[1,4]benzothiazino[3,2-b]phenothiazin-3-one [N+](=O)([O-])C=1C(C=C2C(=NC3=CC=4NC5=CC(=CC=C5SC4C=C3S2)[N+](=O)[O-])C1)=O